C(CCC)NC(=O)NCCCCCCCCCCCC N-butyl-N'-dodecylurea